C(CCC)N1C(=NC2=C1C=CC=C2)C=2C=C(C(=O)NO)C=CC2 3-(1-butyl-1H-benzo[d]imidazol-2-yl)-N-hydroxybenzoamide